tert-butyl (R)-(1-benzyl-3-methyl-2-oxo-2,3-dihydro-1H-pyrido[2,3-b][1,4]oxazin-6-yl)carbamate C(C1=CC=CC=C1)N1C2=C(O[C@@H](C1=O)C)N=C(C=C2)NC(OC(C)(C)C)=O